N-((S)-1-cyano-2-((S)-2-oxopiperidin-3-yl)ethyl)-2-((S)-3-(3,3-difluoroazetidin-1-yl)-2-(2,2,2-trifluoroacetamido)propanoyl)octahydrocyclopenta[c]pyrrole-1-carboxamide C(#N)[C@H](C[C@H]1C(NCCC1)=O)NC(=O)C1N(CC2C1CCC2)C([C@H](CN2CC(C2)(F)F)NC(C(F)(F)F)=O)=O